2-(4-(m-Tolyl)but-3-en-2-yl)pyridine C1(=CC(=CC=C1)C=CC(C)C1=NC=CC=C1)C